BrC=1C=C2CCN(CC2=CC1)C1CNCC1 6-bromo-2-(pyrrolidin-3-yl)-1,2,3,4-tetrahydroisoquinoline